1H-1,2,3-triazol-4-yl-acetamide N1N=NC(=C1)CC(=O)N